ClC=1C=C(CC=2C=C3C=CN(C3=CC2)CCC2CCCCC2)C=CC1[N+](=O)[O-] 5-(3-chloro-4-nitrobenzyl)-1-(2-cyclohexylethyl)-1H-indole